C(CCO)O 1,3-PROPYLENE GLYCOL